α-methyl-4-ethylstyrene CC(=C)C1=CC=C(C=C1)CC